OC1=C(C=C(C(=C1)O)[N+](=O)[O-])C(=O)C1=C(C=C(C(=C1)[N+](=O)[O-])O)O 2,4-dihydroxy-5-nitro-phenylketone